C[C@@H]1N(C[C@H](N(C1)[C@@H](C)C=1C=C2N=CC=NC2=CC1)C)C=1C=2C(N(C(N1)=O)C)=CNN2 7-((2S,5R)-2,5-dimethyl-4-((S)-1-(quinoxalin-6-yl)ethyl)piperazin-1-yl)-4-methyl-2,4-dihydro-5H-pyrazolo[4,3-d]pyrimidin-5-one